C12C(C3CC(CC(C1)C3)C2)NCCNC(=O)C2=NN(C(=C2C)C2=CC(=CC=C2)Cl)C2=C(C=C(C=C2)Cl)Cl N-(2-((1r,3r,5r,7r)-adamantan-2-ylamino)ethyl)-5-(3-chlorophenyl)-1-(2,4-dichlorophenyl)-4-methyl-1H-pyrazole-3-carboxamide